5-(Trifluoromethyl)nicotinic acid FC(C=1C=NC=C(C(=O)O)C1)(F)F